[(2-cyclopropyl-6-fluoro-4-{[imidazolidin-2-ylidene]carbamoyl}phenyl)amino]pyridine-4-carboxamide C1(CC1)C1=C(C(=CC(=C1)C(N=C1NCCN1)=O)F)NC1=NC=CC(=C1)C(=O)N